FC(C1=CC=CC=C1C=1C(=C(C(=O)N)C=CC1)F)(F)F 6-trifluoromethyl-phenyl-2-fluorobenzamide